FC1=CC=C(C=C1)NC(=O)C=1C=C(C=CC1C)B(O)O (3-((4-fluorophenyl)carbamoyl)-4-methylphenyl)boronic acid